tert-butyl ((3-(dimethylcarbamoyl)-1-(oxetan-3-yl)-1H-pyrazol-5-yl)methyl)carbamate CN(C(=O)C1=NN(C(=C1)CNC(OC(C)(C)C)=O)C1COC1)C